C(C)(C)(C)NC(CN(C1=NC(=NC=2CCCCC12)C1=NC=CC=C1)C)=O N-tert-butyl-2-[methyl[2-(pyridin-2-yl)-5,6,7,8-tetrahydroquinazolin-4-yl]amino]acetamide